C(C)[C@@H]1[C@H](C1)C(=O)O (1S,2S)-2-ethylcyclopropanecarboxylic acid